[Na+].ClC=1C(=NC(=NC1C)N1CC(C1)[C@@H]1CN(CCC1)C1CC(C1)(C(=O)[O-])C)N[C@H](C)C1=C(C=C(C=C1)Cl)Cl (1R,3r)-3-((R)-3-(1-(5-chloro-4-(((R)-1-(2,4-dichlorophenyl)ethyl)amino)-6-methylpyrimidin-2-yl)azetidin-3-yl)piperidin-1-yl)-1-methylcyclobutane-1-carboxylic acid, sodium salt